2-nitrobenzaldehyde [N+](=O)([O-])C1=C(C=O)C=CC=C1